N-(5-cyclopropyl-1H-pyrazole-3-yl)-2-(5-((2,4-difluorophenyl)sulfonyl)-2,5-diazabicyclo[2.2.2]octan-2-yl)quinazolin-4-amine C1(CC1)C1=CC(=NN1)NC1=NC(=NC2=CC=CC=C12)N1C2CN(C(C1)CC2)S(=O)(=O)C2=C(C=C(C=C2)F)F